[Na+].N(C(C(=O)[O-])CC(=O)[O-])C(C(=O)[O-])CC(=O)[O-].[Na+].[Na+].[Na+] iminodisuccinate sodium salt